NC1=C2C(=C3C(=N1)C=CS3)N(C(=N2)CN(C(OC(C)(C)C)=O)CC)CC2=CC=C(C=C2)CO tert-butyl ((4-amino-1-(4-(hydroxymethyl)benzyl)-1H-imidazo[4,5-d]thieno[3,2-b]pyridin-2-yl)methyl)(ethyl)carbamate